FC=1C=C(C=CC1)C(C)O 1-(3-fluorophenyl)ethanol